(dimethylamino)naphthalene-1-sulfonamide CN(C)C1=C(C2=CC=CC=C2C=C1)S(=O)(=O)N